C(C)(C)(C)OC(N(C1CCN(CC1)C1=NC=C(C=N1)C(F)(F)F)C)=O.CNC1CCN(CC1)C1=NC=C(C=N1)C(F)(F)F N-methyl-1-(5-(trifluoromethyl)pyrimidin-2-yl)piperidin-4-amine tert-butyl-methyl-(1-(5-(trifluoromethyl)pyrimidin-2-yl)piperidin-4-yl)carbamate